4-(4-(3,8-diazabicyclo[3.2.1]octan-3-yl)-8-fluoro-2-(((2R,7aS)-2-fluorotetrahydro-1H-pyrrolizin-7a(5H)-yl)methoxy)-6-(trifluoromethyl)quinazolin-7-yl)-7-fluorobenzo[d]oxazol-2-amine C12CN(CC(CC1)N2)C2=NC(=NC1=C(C(=C(C=C21)C(F)(F)F)C2=CC=C(C1=C2N=C(O1)N)F)F)OC[C@]12CCCN2C[C@@H](C1)F